FC(OC1=CC=CC(=N1)N1C(=CC2=C1N=C(N=C2)NC2=CC=C(C=C2)N2CCC1(CC2)CCN(CC1)C)C)F 7-(6-(difluoromethoxy)pyridin-2-yl)-6-Methyl-N-(4-(9-methyl-3,9-diazaspiro[5.5]undecan-3-yl)phenyl)-7H-pyrrolo[2,3-d]pyrimidine-2-amine